FC1=C(C=CC(=C1)[N+](=O)[O-])N1CC(C1)CO (1-(2-fluoro-4-nitrophenyl)azetidin-3-yl)methanol